N-(3-(2-((2-methoxyphenyl)amino)-7-oxo-5-((triisopropylsilyl)ethynyl)pyrido[2,3-d]pyrimidin-8(7H)-yl)phenyl)methanesulfonamide COC1=C(C=CC=C1)NC=1N=CC2=C(N1)N(C(C=C2C#C[Si](C(C)C)(C(C)C)C(C)C)=O)C=2C=C(C=CC2)NS(=O)(=O)C